exo-7-oxabicyclo[2.2.1]heptane-2-carboxylate C12C(CC(CC1)O2)C(=O)[O-]